C(C)(=O)O[C@H]1[C@@H](O[C@@H]([C@H]([C@@H]1OC(C)=O)OC(C)=O)C(=O)OC)OC1=CC=C(C=C1)C[C@@H](C(NCC(NCO[C@@H](C(OCC1=CC=CC=C1)=O)C)=O)=O)N (2S,3R,4S,5S,6S)-2-(4-((4R,12S)-12-amino-4-methyl-3,8,11-trioxo-1-phenyl-2,5-dioxa-7,10-diazatridecan-13-yl)phenoxy)-6-(methoxycarbonyl)tetrahydro-2H-pyran-3,4,5-triyl triacetate